NC1=NC2=CC(=CC=C2C(=N1)N[C@@H]1[C@@H]2C[C@H]([C@H](C1)C2)O)C2=CC=NN2 (1S,2R,4S,5S)-5-((2-amino-7-(1H-pyrazol-5-yl)quinazolin-4-yl)amino)bicyclo[2.2.1]heptan-2-ol